5-METHYL-3,4-DIHYDRO-2H-PYRROLE-2-CARBOXYLIC ACID CC=1CCC(N1)C(=O)O